2-Fluoro-3-methoxy-4-(4,4,5,5-tetramethyl-1,3,2-dioxaborolan-2-yl)pyridine FC1=NC=CC(=C1OC)B1OC(C(O1)(C)C)(C)C